C(N)(=O)C1=NN(C(=C1)C=1C=2N(C(=NC1)NCC1=C(C=CC3=C1CCO3)F)C=C(N2)C(C)NC(OC(C)(C)C)=O)C tert-butyl (1-(8-(3-carbamoyl-1-methyl-1H-pyrazol-5-yl)-5-(((5-fluoro-2,3-dihydrobenzofuran-4-yl)methyl)amino)imidazo[1,2-c]pyrimidin-2-yl)ethyl)carbamate